2-cyclooctyl-N-(2-oxospiro[indoline-3,4'-tetrahydropyran]-6-yl)-2-{[2-(pyridin-4-yl)-acetyl]amino}acetamide C1(CCCCCCC1)C(C(=O)NC1=CC=C2C(=C1)NC(C21CCOCC1)=O)NC(CC1=CC=NC=C1)=O